2-(2,6-dioxopiperidin-3-yl)-5-((1-(2-(6-nitropyridin-3-yl)ethyl)piperidin-4-yl)oxy)isoindoline O=C1NC(CCC1N1CC2=CC=C(C=C2C1)OC1CCN(CC1)CCC=1C=NC(=CC1)[N+](=O)[O-])=O